ClC=1C=CC=2NNC(=CC2N1)CNC(OC(C)(C)C)=O tert-butyl ((6-chloro-1,2-dihydropyrido[3,2-c]pyridazin-3-yl)methyl)carbamate